bis(3-toluenesulfonyl) peroxide CC1=CC(=CC=C1)S(=O)(=O)OOS(=O)(=O)C=1C=C(C)C=CC1